C(C)(=O)N[C@@H]1[C@H]([C@H]([C@H](C1)C(=O)N[C@@H](C12CCC(CC1)(C2)F)C2=C(C(=CC=C2F)Cl)F)O)O (1S,2S,3R,4S)-4-acetamido-N-((S)-(3-chloro-2,6-difluorophenyl)(4-fluorobicyclo[2.2.1]heptan-1-yl)methyl)-2,3-dihydroxycyclopentane-1-carboxamide